5-(5-(2-(piperidin-4-ylmethoxy)phenyl)isoxazol-3-ylamino)pyrazine-2-carbonitrile N1CCC(CC1)COC1=C(C=CC=C1)C1=CC(=NO1)NC=1N=CC(=NC1)C#N